BrC=1C=C(C(=NC1)Cl)NS(=O)(=O)C=1SC(=CC1)Cl N-(5-bromo-2-chloropyridin-3-yl)-5-chlorothiophene-2-sulfonamide